C(C)(=O)N1C[C@@H]2C([C@@H]2C1)NC(=O)C1=CC(=NN1[C@@H](C)C1=CC=CC=C1)C(=O)NC N5-((1R,5S,6s)-3-Acetyl-3-azabicyclo[3.1.0]hexan-6-yl)-N3-methyl-1-((S)-1-phenylethyl)-1H-pyrazole-3,5-dicarboxamide